NC=1C=C(C(C(=O)NC2=CC=CC=C2)(O)C2=CC=C(C=C2)N)C=CC1 3,4'-diaminobenzilanilide